ClC1=C(N=C(N(C1=O)C1=CC(=NC=C1C)N1N=C(C(=C1)F)C(C)(C)NC(C)=O)C)OC([2H])([2H])C1=C(C=C(C=C1)F)F (S)-N-(2-(1-(4-(5-chloro-4-((2,4-difluorophenyl)methoxy-d2)-2-methyl-6-pyrimidinone-1(6H)-yl)-5-methylpyridin-2-yl)-4-fluoro-1H-pyrazol-3-yl)propan-2-yl)acetamide